tert-butyl 2-formyl-7,8-dihydro-4H-pyrazolo[1,5-a][1,4]diazepine-5(6H)-carboxylate C(=O)C1=NN2C(CN(CCC2)C(=O)OC(C)(C)C)=C1